N1N=CC2=CC(=CC=C12)N1N=CC(=N1)C(=O)O 2-(1H-indazol-5-yl)-2H-1,2,3-triazole-4-carboxylic acid